9-{4-[(E)-2-phenylethenyl]phenyl}-3,4-dihydropyrido[2,1-c][1,2,4]thiadiazine 2,2-dioxide C1(=CC=CC=C1)/C=C/C1=CC=C(C=C1)C1=CC=CN2C1=NS(CC2)(=O)=O